COC=1C=C(C=C(C1)OC)C=1C=CC=C2C=NC(=NC12)NC1=C(C=CC(=C1)CN(C)CC1=CC(=C(C=C1)OC)NC1=NC2=C(C=CC=C2C=N1)C1=CC(=CC(=C1)OC)OC)OC 8-(3,5-dimethoxyphenyl)-N-(5-(((3-((8-(3,5-dimethoxyphenyl)quinazolin-2-yl)amino)-4-methoxybenzyl)(methyl)amino)methyl)-2-methoxyphenyl)quinazolin-2-amine